(2,7-di-tert-butyl-9,9-dimethyl-9H-anthracene-4,5-diyl)bis(diphenylphosphine) C(C)(C)(C)C1=CC=2C(C3=CC(=CC(=C3CC2C(=C1)P(C1=CC=CC=C1)C1=CC=CC=C1)P(C1=CC=CC=C1)C1=CC=CC=C1)C(C)(C)C)(C)C